ClC1=CC(=C(C=C1)C(C=CC1=CC=C(C=C1)SC(C(=O)O)(C)C)=O)O 2-[4-[3-(4-Chloro-2-hydroxyphenyl)-3-oxoprop-1-enyl]phenyl]sulfanyl-2-methylpropanoic acid